4-(2-chloro-5-fluoronicotinoyl)-4-methylpiperidine-1-carboxylic acid tert-butyl ester C(C)(C)(C)OC(=O)N1CCC(CC1)(C)C(C1=C(N=CC(=C1)F)Cl)=O